3-chloro-4-fluorobenzylamino-9-β-D-arabinofuranosylpurine ClC=1C=C(CNC2=NC=C3N=CN(C3=N2)[C@H]2[C@@H](O)[C@H](O)[C@H](O2)CO)C=CC1F